C1(CC1)C=1N=NN(C1)[C@H](C(=O)N1[C@@H](C[C@H](C1)O)C(=O)NCC(C(C)C)C=1N(N=CC1)C)C(C)(C)C (2S,4r)-1-[(2S)-2-(4-cyclopropyl-triazol-1-yl)-3,3-dimethyl-butyryl]-4-hydroxy-N-[3-methyl-2-(2-methylpyrazol-3-yl)butyl]pyrrolidine-2-carboxamide